2-Nitropropane [N+](=O)([O-])C(C)C